(S)-2-((4-(5-((4-cyano-2-fluorobenzyl)oxy)-2-fluorophenyl)-3,6-dihydropyridin-1(2H)-yl)methyl)-1-(oxetan-2-ylmethyl)-1H-benzo[d]imidazole-6-carboxylic acid C(#N)C1=CC(=C(COC=2C=CC(=C(C2)C=2CCN(CC2)CC2=NC3=C(N2C[C@H]2OCC2)C=C(C=C3)C(=O)O)F)C=C1)F